C(C)(C)N1CCN(CC1)C=1C=CC2=C(SC(=C2)C(=O)O)C1 6-(4-isopropylpiperazine-1-yl)benzo[b]thiophene-2-carboxylic acid